1-propylpiperidinium C(CC)[NH+]1CCCCC1